ClC=1C(=NC2=CC=C(C=C2C1)C=1N=NN(C1)CCN(C)C)N1CCNCC1 2-[4-(3-chloro-2-piperazin-1-yl-6-quinolyl)triazol-1-yl]-N,N-dimethyl-ethanamine